ethyl 2'-(quinolin-3-yl)-5',6'-dihydrospiro[azetidine-3,4'-pyrrolo[1,2-b]pyrazole]-1-carboxylate N1=CC(=CC2=CC=CC=C12)C=1C=C2N(N1)CCC21CN(C1)C(=O)OCC